CN1C=CC=2C1=NC=CC2C2=NC=C(C1=C2CNC1=O)NC1=NC=C(C=C1)[C@@H]1CC(N(CC1)C)=O (S)-4-(1-methyl-1H-pyrrolo[2,3-b]pyridin-4-yl)-7-((5-(1-methyl-2-oxopiperidin-4-yl)pyridin-2-yl)amino)-2,3-dihydro-1H-pyrrolo[3,4-c]pyridin-1-one